FC1(C(N(C2=C(O1)C=C(C(=C2)C2=C(C(=C(C(=C2F)F)F)F)F)F)CC(=O)N2[C@@H](CN(CC2)C(=O)OC(C)(C)C)C(=O)OC)=O)F 1-(tert-butyl) 3-methyl (S)-4-(2-(2,2,7-trifluoro-3-oxo-6-(perfluorophenyl)-2,3-dihydro-4H-benzo[b][1,4]oxazin-4-yl)acetyl)piperazine-1,3-dicarboxylate